5-Chloro-N-{[2-(2,4-difluorophenyl)hydrazino]carbonyl}pyridin-2-carboxamid Phenyl-[(5-chloropyridin-2-yl)carbonyl]carbamat C1(=CC=CC=C1)OC(NC(=O)C1=NC=C(C=C1)Cl)=O.ClC=1C=CC(=NC1)C(=O)NC(=O)NNC1=C(C=C(C=C1)F)F